C(C)C=1C(NC=2C=C(C=NC2C1)CN1[C@@H](CN(CC1)C1=CC(=C(C(=O)NC)C=C1)F)CO)=O (S)-4-(4-((7-ethyl-6-oxo-5,6-dihydro-1,5-naphthyridin-3-yl)methyl)-3-(hydroxymethyl)piperazin-1-yl)-2-fluoro-N-methylbenzamide